C[Si](N1[PH3]SC(C1)C(=O)[O-])(C)C 3-(trimethylsilyl)-2λ5-1,3,2-thiaazaphospholane-5-carboxylate